3-[2-(7-methyl-spiro[2H-benzofuran-3,1'-cyclopropan]-4-yl)oxypyrimidin-5-yl]-1H-imidazo[4,5-b]pyridin-2-one CC1=CC=C(C2=C1OCC21CC1)OC1=NC=C(C=N1)N1C(NC=2C1=NC=CC2)=O